cis-2,3-butylene carbonate C[C@@H]1[C@@H](OC(=O)O1)C